(S)-2-((1-(1H-1,2,3-triazol-5-yl)propan-2-yl)oxy)-1-(2-((2,3-dihydro-1H-inden-2-yl)amino)-5,7-dihydro-6H-pyrrolo[3,4-d]pyrimidin-6-yl)-ethan-1-one N1N=NC=C1C[C@H](C)OCC(=O)N1CC=2N=C(N=CC2C1)NC1CC2=CC=CC=C2C1